ClC=1C=CC(=C(CN(C(=O)C2=CC3=CC=CC=C3C=C2)C2CC3=CC=C(C=C3C2)S(=O)(=O)NCCC)C1)OCCOC N-(5-chloro-2-(2-methoxyethoxy)benzyl)-N-(5-(N-propylaminosulfonyl)-2,3-dihydro-1H-inden-2-yl)-2-naphthamide